N[C@H](C(=O)NC1=NC=2C=CC=CC2C2=C1N=C(N2CC(C)(C)OCCNC(C(C)(C)NC(OCC2=CC=CC=C2)=O)=O)COCC)C benzyl (S)-(1-((2-((1-(4-(2-aminopropanamido)-2-(ethoxymethyl)-1H-imidazo[4,5-c]quinolin-1-yl)-2-methylpropan-2-yl)oxy)ethyl)amino)-2-methyl-1-oxopropan-2-yl)carbamate